N-(2-methoxyethyl)-1H-imidazole COCCN1C=NC=C1